FC1=CC(=CC=C1NC(=O)N1CC(=CC1)CC(F)(F)F)C 4-fluoro-2-methyl-5-(3-(2,2,2-trifluoroethyl)-2,5-dihydro-1H-pyrrole-1-carboxamido)benzene